4,4'-bis(12-(triethoxysilyl)dodecyl)-2,2'-bipyridine C(C)O[Si](CCCCCCCCCCCCC1=CC(=NC=C1)C1=NC=CC(=C1)CCCCCCCCCCCC[Si](OCC)(OCC)OCC)(OCC)OCC